bis(2,6-difluoro-3-(1H-pyrrol-1-yl)phenyl)titanium FC1=C(C(=CC=C1N1C=CC=C1)F)[Ti]C1=C(C(=CC=C1F)N1C=CC=C1)F